C12OCCC(NC1)C2 2-oxa-6-azabicyclo[3.2.1]octane